ClC=1N=C(C=2C(N3[C@@H](COC2N1)CN(CC3)C(=O)OC(C)(C)C)=O)N3[C@H](COCC3)C tert-Butyl (R)-2-chloro-4-((S)-3-methylmorpholino)-5-oxo-7,8,10a,11-tetrahydro-5H-pyrazino[2,1-c]pyrimido[5,4-f][1,4]oxazepine-9(10H)-carboxylate